1-((S)-3-((R,E)-1-hydroxy-3-(4-(trifluoromethyl)phenyl)allyl)pyrrolidin-1-yl)prop-2-en-1-one O[C@H](\C=C\C1=CC=C(C=C1)C(F)(F)F)[C@@H]1CN(CC1)C(C=C)=O